C1(=CC=CC=C1)C(N1CC(C1)N1N=CC(=C1)N)C1=CC=CC=C1 1-[1-(diphenylmethyl)azetidin-3-yl]-1H-pyrazol-4-amine